C(C)C1(COC1)COCCCCCCOC1=CC=CC=2N(C3=CC=CC=C3C12)C1=C(N(C2=CC=CC=C2)C2=CC=CC=C2)C=CC=C1 (4-((6-((3-ethyloxetan-3-yl)methoxyl)hexyl)oxy)-9H-carbazole-9-yl)-N,N-diphenylaniline